ClC1=NC(=C2N=CN(C2=N1)[C@@H]1SCCC1)NCC=1C=NC=C(C1)C(F)(F)F (2R)-2-[2-chloro-6-[[5-(trifluoromethyl)-3-pyridyl]methylamino]purin-9-yl]tetrahydrothiophene